C(C)(=O)O.C(C)(C)C1(CC(=CC=C1)C(C)C)C=1NC=CN1 1,3-diisopropylphenylimidazole acetate